(4-piperidinyl)methanone HCl salt Cl.N1CCC(CC1)C=O